(R)-2-amino-3-methylbutanamide hydrochloride Cl.N[C@@H](C(=O)N)C(C)C